C1(CCCC1)N[C@@H](C(=O)[O-])CC d-2-cyclopentylaminobutyrate